O(O)C=1C[C@@H]2[C@H](C(OC=3C=C(C=C(C23)O)C(C)(CCCCCC)C)(C)C)CC1 (6Ar,10aR)-9-hydroperoxy-6,6-dimethyl-3-(2-methyloctan-2-yl)-6a,7,10,10a-tetrahydrobenzo[c]chromen-1-ol